C1(CCCCC1)[C@]1(OCC2=CC(=CC=C2[C@H]1C1=CC=C(C=C1)N1CCC(CC1)C(OC)OC)O)C cis-3-cyclohexyl-4-(4-(4-(dimethoxymethyl)piperidin-1-yl)phenyl)-3-methylisochroman-7-ol